1,1'-dimethyl-1H,1'H-[2,2']biimidazole CN1C(=NC=C1)C=1N(C=CN1)C